C1(CC1)C=1C(=CC(=C(CN2CCC3(CNC(O3)=O)CC2)C1)OCC)I 8-(5-cyclopropyl-2-ethoxy-4-iodobenzyl)-1-oxa-3,8-diazaspiro[4.5]decan-2-one